C(C)OC1=NC(=NC=C1C(=O)NC1=CC2=CN(N=C2C=C1)C)SC 4-ethoxy-N-(2-methyl-2H-indazol-5-yl)-2-(methylthio)pyrimidine-5-carboxamide